BrC1=CC=C2C(N(C(C2=C1)=O)CC1=NC=C(C=C1)Cl)(O[C@@H]1C[C@H](CC1)O)C1=CC=C(C=C1)Cl 6-bromo-3-(4-chlorophenyl)-2-((5-chloropyridin-2-yl)methyl)-3-((trans-3-hydroxycyclopentyl)oxy)isoindolin-1-one